(1S,2R,3S,4R)-4-(2-chloro-6-((3-iodobenzyl)amino)-4H-purin-9(5H)-yl)-2,3-dihydroxy-N-methylcyclopentanamide ClC=1N=C(C2N=CN(C2N1)[C@H]1[C@@H]([C@@H]([C@H](C1)C(=O)NC)O)O)NCC1=CC(=CC=C1)I